(6R,9S)-N-(3-chloro-4-(trifluoromethoxy)phenyl)-3-oxo-3,5,6,7,8,9-hexahydro-2H-6,9-epiminocyclohepta[c]pyridine-10-carboxamide ClC=1C=C(C=CC1OC(F)(F)F)NC(=O)N1[C@H]2CC=3C(=CNC(C3)=O)[C@@H]1CC2